ClC1=C(C=CC=C1C1=C(C(=NC=C1)Cl)Cl)NC1=NC=CC(=C1F)\C=C\OC N-[2-chloro-3-(2,3-dichloro-4-pyridyl)phenyl]-3-fluoro-4-[(E)-2-methoxyvinyl]pyridin-2-amine